5-(8-((1S,2S)-2-(tert-butyl)cyclopropyl)imidazo[1,2-b]pyridazin-6-yl)pyrimidine-2,4(1H,3H)-dione C(C)(C)(C)[C@@H]1[C@H](C1)C=1C=2N(N=C(C1)C=1C(NC(NC1)=O)=O)C=CN2